NC=1N=C(SC1C(C1=CC=C(C=C1)OCC(=O)N(CCC1=CC=CC=C1)C)=O)N(C1=CC=C(C=C1)F)C(C(=O)N)C (N-[4-Amino-5-[4-[2-[methyl(2-phenylethyl)amino]-2-oxoethoxy]benzoyl]thiazol-2-yl]-4-fluoroanilino)propanamid